(R)-2-Isopropyl-2,3,4,5-tetrahydropyrido[2,3-f][1,4]oxazepine hydrochloride Cl.C(C)(C)[C@H]1OC2=C(CNC1)N=CC=C2